CC1=C(C(=O)NN)C=CC=N1 methyl-nicotinic acid hydrazide